C(CCCCCCCC=CC=CC=CCCCC)(=O)OCCCCCCCCCCCCCCCCCCCCCCCC lignoceryl eleostearate